IC=1C(=C(SC1I)C(=O)O)C 4,5-diiodo-3-methylthiophene-2-carboxylic acid